(S)-5,7-difluoro-3,4-dihydro-2H-1-benzopyran FC1=CC(=CC2=C1CCCO2)F